FC=1C=C(C=NC1C)[C@H]1N(OCC1)C(=O)C1CCN(CC1)C1=NC=CC(=N1)C1COC1 [(3S)-3-(5-fluoro-6-methylpyridin-3-yl)-1,2-oxazolidin-2-yl]-[1-[4-(oxetan-3-yl)pyrimidin-2-yl]piperidin-4-yl]methanone